piperidine tartrate C(=O)(O)C(O)C(O)C(=O)O.N1CCCCC1